O=C1NC(C=C(N1)C1=C(C=CC=C1)NC(C1=CC=C(C=C1)OCCN1CCCCC1)=O)=O N-(2-(2,6-dioxo-1,2,3,6-tetrahydropyrimidin-4-yl)phenyl)-4-(2-(piperidin-1-yl)ethoxy)benzamide